2-Bromo-7-((5-(2-chloro-6-(trifluoromethyl)pyridin-3-yl)-1,3,4-oxadiazol-2-yl)methyl)-5-isopropylthieno[2',3':4,5]pyrrolo[1,2-d][1,2,4]triazin-8(7H)-one BrC1=CC2=C(C=C3N2C(=NN(C3=O)CC=3OC(=NN3)C=3C(=NC(=CC3)C(F)(F)F)Cl)C(C)C)S1